(3S)-3-ethyl-4-(2-hydroxyethyl)-1,4-diazepan-5-one C(C)[C@H]1CNCCC(N1CCO)=O